OCC=1C[C@@H]2[C@H](C(OC=3C=C(C=C(C23)O)CCC)(C)C)CC1 (6Ar,10aR)-9-(hydroxymethyl)-6,6-dimethyl-3-propyl-6a,7,10,10a-tetrahydrobenzo[c]chromen-1-ol